COC1=C(C(=CC=C1)OC)N1C(C=C(C=C1)S(=O)(=O)N)C1=CN=C2C(=N1)N(C=N2)C2=NC(=CC=C2)OCC 1-(2,6-dimethoxyphenyl)-2-(6-ethoxypyridin-2-yl-1H-imidazo[4,5-b]pyrazin-6-yl)pyridine-4-sulfonamide